BrC=1C=CC(=C(C1)C(C(=O)O)N1C(C=C(C(=C1)CCN1CC(C1)F)C(F)(F)F)=O)C 2-(5-bromo-2-methylphenyl)-2-(5-(2-(3-fluoroazetidin-1-yl)ethyl)-2-oxo-4-(trifluoromethyl)pyridin-1(2H)-yl)acetic acid